10-Methyl-stearic acid CC(CCCCCCCCC(=O)O)CCCCCCCC